[5-[2-[(1-methylsulfonylpiperidin-4-yl)amino]-5-(trifluoromethyl)pyrimidin-4-yl]-1,3-thiazol-2-yl]methanol CS(=O)(=O)N1CCC(CC1)NC1=NC=C(C(=N1)C1=CN=C(S1)CO)C(F)(F)F